(4-fluorophenyl)propionic acid 4-oxo-2-phenyl-4H-chromen-3-yl ester O=C1C(=C(OC2=CC=CC=C12)C1=CC=CC=C1)OC(C(C)C1=CC=C(C=C1)F)=O